3-(4-{[1-(2-fluorobenzyl)-1H-pyrazol-3-yl]methyl}phenyl)-5-(trifluoromethyl)-4,5-dihydro-1,2-oxazol-5-ol FC1=C(CN2N=C(C=C2)CC2=CC=C(C=C2)C2=NOC(C2)(O)C(F)(F)F)C=CC=C1